C(ON1C(CCC1=O)=O)(O[C@@H]1CO[C@@H]2OCC[C@@H]21)=O 2,5-dioxopyrrolin-1-yl ((3S,3aR,6aS)-hexahydrofuro[2,3-b]furan-3-yl) carbonate